FC1=C(OCC2=C(C(=O)OC)C=CC=C2)C=C(C(=C1)OC)C(N[C@@H]1[C@H]2C=C[C@@H]([C@@H]1C(NC1=CC(=CC=C1)S(=O)(=O)C(F)(F)F)=O)C2)=O |r| rac-Methyl 2-((2-fluoro-4-methoxy-5-(((1R,2R,3S,4S)-3-((3-((trifluoromethyl)sulfonyl)phenyl)carbamoyl)bicyclo[2.2.1]hept-5-en-2-yl)carbamoyl)phenoxy)methyl)benzoate